C1=NC=CC2=CC(=CC=C12)C1=CC=C(C=C1)N(C(=O)C1CCNCC1)C Piperidine-4-carboxylic acid (4-isoquinolin-6-yl-phenyl)-methylamide